C(C1=CC=CC=C1)N(C(O)=O)[C@H](C(N[C@H](C=O)C[C@H]1C(NCC1)=O)=O)CC(C)C.FC1=CC(=CC=2C3=C(N(C12)CC1=CC=C(C=C1)S(=O)(=O)N)C=CC=N3)OC 4-((6-fluoro-8-methoxy-5H-pyrido[3,2-b]indol-5-yl)methyl)benzenesulfonamide Benzyl-((S)-4-methyl-1-oxo-1-(((S)-1-oxo-3-((S)-2-oxopyrrolidin-3-yl)propan-2-yl)amino)pentan-2-yl)carbamate